tert-butyl (4R)-5-(4-acetoxy-3-aminophenyl)-4-((tert-butoxycarbonyl) amino)-2-methylpentanoate C(C)(=O)OC1=C(C=C(C=C1)C[C@@H](CC(C(=O)OC(C)(C)C)C)NC(=O)OC(C)(C)C)N